(1-((4-(2-(4-((2-(2-oxo-6-azaspiro[3.3]heptane-6-yl) pyrimidine-4-yl)methoxy)phenyl)propan-2-yl)phenoxy)methyl)cyclopropyl)carbamate O=C1CC2(C1)CN(C2)C2=NC=CC(=N2)COC2=CC=C(C=C2)C(C)(C)C2=CC=C(OCC1(CC1)NC([O-])=O)C=C2